CNC1=NC(=NC(=N1)N)N N-methyl-1,3,5-triazin-2,4,6-triamine